3-bromo-4-cyano-5-[[2-(morpholin-4-yl)ethyl]amino]pyrazol-1-yl-2-(methoxymethyl)pyrrolidine-1-carboxylate BrC1=NN(C(=C1C#N)NCCN1CCOCC1)C1(N(CCC1)C(=O)[O-])COC